C1(CCCC1)CC=1OC(=CN1)C=1C(=NC=CC1)C1=CC=C2CN(C(C2=C1)=O)C 6-(3-(2-(cyclopentylmethyl)oxazol-5-yl)pyridin-2-yl)-2-methylisoindolin-1-one